C(CC)N(C=1C=CC(=C(C1)N1/C(/SCC1=O)=N/C(=O)NC1=C(C=C(C=C1)C1=NN(C=N1)C1=CC=C(C=C1)OC(F)(F)F)F)C(C)C)CCC (Z)-1-(3-(5-(dipropylamino)-2-isopropylphenyl)-4-oxothiazolidin-2-ylidene)-3-(2-fluoro-4-(1-(4-(trifluoromethoxy)phenyl)-1H-1,2,4-triazol-3-yl)phenyl)urea